C(C1=CC=CC=C1)(=O)C=1C=CC(=C(C(=O)N)C1)N1C[C@@H](CC1)OC1=NC=C(C=C1)C(F)(F)F (R)-5-benzoyl-2-(3-(5-(trifluoromethyl)pyridin-2-yloxy)pyrrolidin-1-yl)benzamide